BrC1=CC=C(C=C1)OC(Cl)Cl 1-bromo-4-(dichloromethoxy)benzene